N=CCCOC(C1=CC=CC=C1)=O.C(C)(C)C1=CC=CC=2CC3=CC=CC=C3SC12 4-isopropyl-thioxanthen 3-iminopropyl-benzoate